C12(CC(C1)C2)NC2=NC(=NC=C2Cl)NC=2C(=CC(=C(C2)NC(C=C)=O)N(C)CCN(C)C)OC N-(5-((4-(bicyclo[1.1.1]pentan-1-ylamino)-5-chloropyrimidin-2-yl)amino)-2-((2-(dimethylamino)ethyl)(methyl)amino)-4-methoxyphenyl)acrylamide